5-methyl-10-(2',3',4',6'-tetrakis(3-methyl-3H-imidazo[4,5-b]pyridin-2-yl)-[1,1'-biphenyl]-3-yl)-5,10-dihydrophenazine CN1C=2C=CC=CC2N(C2=CC=CC=C12)C=1C=C(C=CC1)C1=C(C(=C(C=C1C1=NC=2C(=NC=CC2)N1C)C1=NC=2C(=NC=CC2)N1C)C1=NC=2C(=NC=CC2)N1C)C1=NC=2C(=NC=CC2)N1C